C(C)(C)C1=C(OC=2C(=NC(=NC2)NC2=CC=CC=C2)N)C=C(C(=C1)OC)S(=O)(=O)C 5-(2-Isopropyl-5-methanesulfonyl-4-methoxy-phenoxy)-N2-phenyl-pyrimidine-2,4-diamine